C1(=CC=CC=C1)N(C1=CC=C(C(=O)C2=CC=C(C=C2)OC)C=C1)C1=CC=CC=C1 4-diphenylamino-4'-methoxybenzophenone